2-((5-(2-(4-chloro-2,6-difluorophenyl)-2-methylbenzo[d][1,3]dioxol-4-yl)-3,6-dihydro-2H-pyran-2-yl)methyl)-1-(((S)-oxetan-2-yl)methyl)-1H-benzo[d]imidazole-6-carboxylic acid ClC1=CC(=C(C(=C1)F)C1(OC2=C(O1)C=CC=C2C2=CCC(OC2)CC2=NC1=C(N2C[C@H]2OCC2)C=C(C=C1)C(=O)O)C)F